(2-(5,6,7,8-tetrahydro-1,8-naphthyridin-2-yl)ethyl)-1H-1,2,3-triazole-4-carboxylic acid N1=C(C=CC=2CCCNC12)CCN1N=NC(=C1)C(=O)O